C[C@H]1CC[C@@H]([C@H](C1)OS(=O)C2=CC=C(C=C2)C)C(C)C (1R,2S,5R)-(-)-menthyl (S)-p-toluenesulfinate